C(#N)C1(CC1)NS(=O)(=O)C=1C=C(C=2N(C1)C(=CN2)C=2SC(=NN2)C(F)F)N2CC1(COC1)CC2 N-(1-cyanocyclopropyl)-3-(5-(difluoromethyl)-1,3,4-thiadiazol-2-yl)-8-(2-oxa-6-azaspiro[3.4]octan-6-yl)imidazo[1,2-a]pyridine-6-sulfonamide